tert-butyl (5-(7,8-dicyano-2,4-dioxo-3,4-dihydrobenzo[g]pteridin-10(2H)-yl)pentyl)carbamate C(#N)C=1C(=CC2=C(N=C3C(NC(N=C3N2CCCCCNC(OC(C)(C)C)=O)=O)=O)C1)C#N